N-[(1S)-1-cyano-2-[(3S)-2-oxopyrrolidin-3-yl]ethyl]-2-(4-methoxy-1H-indole-2-carbonyl)-8-oxa-2-azaspiro[4.5]decane-3-carboxamide C(#N)[C@H](C[C@H]1C(NCC1)=O)NC(=O)C1N(CC2(C1)CCOCC2)C(=O)C=2NC1=CC=CC(=C1C2)OC